4-benzylidene-2,6-di-tert-butylhydroxycyclohexane-2,5-dien-1-one C(C1=CC=CC=C1)=C1C(=C(C(C(=C1)C(C)(C)C)=O)C(C)(C)C)O